C(#N)C1=C2CC(C(C2=CC=C1)=O)(C(=O)OCC)O ethyl 4-cyano-2-hydroxy-1-oxo-indane-2-carboxylate